4-azido-2,3,5,6-tetrafluorophenyl-methanol N(=[N+]=[N-])C1=C(C(=C(C(=C1F)F)CO)F)F